5-[4-[3-methyl-1-(2-trimethylsilyl-ethoxymethyl)pyrazol-4-yl]phenyl]imidazole-2-carboxamide CC1=NN(C=C1C1=CC=C(C=C1)C1=CN=C(N1)C(=O)N)COCC[Si](C)(C)C